2-(3-ethylsulfanyl-pyridin-2-yl)-5-trifluoromethyl-benzoxazole C(C)SC=1C(=NC=CC1)C=1OC2=C(N1)C=C(C=C2)C(F)(F)F